(1s,4s)-4-(2-(4,4-difluorocyclohexylamino)-8-(2,4,6-trichlorophenylamino)-9H-purin-9-yl)cyclohexanecarboxamide FC1(CCC(CC1)NC1=NC=C2N=C(N(C2=N1)C1CCC(CC1)C(=O)N)NC1=C(C=C(C=C1Cl)Cl)Cl)F